trifluoro-phosphoric acid P(=O)(F)(F)F